1,3-Dihydroxypropan-2-yl 4-(2-((s,2Z,5Z,8Z)-7-methyltetradeca-2,5,8-trien-1-yl)phenyl)butanoate C[C@H](\C=C/C\C=C/CC1=C(C=CC=C1)CCCC(=O)OC(CO)CO)\C=C/CCCCC